C(C)(C)(C)O[Hf](OC(C)(C)C)(OC(C)(C)C)OC(C)(C)C.[Hf] Hafnium tetra(tertiary butoxy)hafnium